[Na+].[Na+].OC(C(=O)O)S(=O)[O-].OC(C(=O)O)S(=O)[O-] 2-hydroxy-2-sulfinato-acetic acid, disodium salt